4-(5-(3-((2-(4-(((4R,5R)-5-hydroxy-1,2-dithian-4-yl)oxy)-4-oxobutanoyl)-6-methoxythieno[2,3-b]pyridin-5-yl)oxy)propoxy)-6-methoxyisoindolin-2-yl)-4-oxobutanoic acid O[C@@H]1[C@H](CSSC1)OC(CCC(=O)C1=CC=2C(=NC(=C(C2)OCCCOC=2C=C3CN(CC3=CC2OC)C(CCC(=O)O)=O)OC)S1)=O